C(C)(C)(C)P(C(C)(C)C)C(C)(C)C trit-butylphosphine